FC1=CC(=CN1)C(=O)OC methyl 5-fluoro-1H-pyrrole-3-carboxylate